(2R,4R)-(+)-AZETIDINE-2,4-DICARBOXYLIC ACID C1[C@@H](N[C@H]1C(=O)O)C(=O)O